C1=NC(=O)C(=O)N1 imidazolinedione